C[C@@H]1O[C@@H](CN(C1)C1=CC=C(C=C1)NC1=NC=C(C(=N1)N1OCC[C@H]1C1=CC=CC=C1)C(F)(F)F)C N-(4-((2S,6R)-2,6-dimethylmorpholino)phenyl)-4-((S)-3-phenylisoxazolidin-2-yl)-5-(trifluoromethyl)pyrimidin-2-amine